P(=O)(O)(O)C(C(=O)OCCCCCCCCCCOC(C=C)=O)C acryloyloxydecyl phosphonopropionate